hexafluorotetrabutyl-phosphonium Antimony [Sb+3].FC(C([P+](CCCC)(CCCC)CCCC)(F)F)CC(F)(F)F